allyloxynonylphenoxypropane-2-yloxyammonium C(C=C)OCCCCCCCCC[NH2+]OC(C)COC1=CC=CC=C1